OB1OCC2=C1C=C(C=C2)C(=O)O 1-hydroxy-1,3-dihydro-2,1-benzoxaborole-6-carboxylic acid